3-[2-[[(1S)-1-(2,2-difluoro-1,3-benzodioxol-5-yl)ethyl]amino]-4-pyridinyl]-1-(oxetan-3-yl)-6,7-dihydro-5H-indazol-4-one FC1(OC2=C(O1)C=CC(=C2)[C@H](C)NC2=NC=CC(=C2)C2=NN(C=1CCCC(C21)=O)C2COC2)F